ClC=1C=C(C=C(C1)C1=NC(=NC=C1)OC)C1COCCN1C(C=C)=O 1-(3-(3-chloro-5-(2-methoxypyrimidin-4-yl)phenyl)morpholino)prop-2-en-1-one